ClCCC(=C(C1=CC=C(C=C1)O)C1=CC=C(OCCN2CCC(CC2)CN2C3CN(CC2CC3)C=3C=C2C(N(C(C2=CC3)=O)C3C(NC(CC3)=O)=O)=O)C=C1)C1=CC=C(C=C1)O 5-(8-((1-(2-(4-(4-chloro-1,2-bis(4-hydroxyphenyl)but-1-en-1-yl)phenoxy)ethyl)piperidin-4-yl)methyl)-3,8-diazabicyclo[3.2.1]octan-3-yl)-2-(2,6-dioxopiperidin-3-yl)isoindoline-1,3-dione